C(C=C)(=O)OCC(CCCCCCCCCCCC)C 2-methyltetradecyl acrylate